Ethyl 4-chloro-2-oxo-3(2H)-benzothiazoleacetate ClC1=CC=CC2=C1N(C(S2)=O)CC(=O)OCC